NC1=C(C=C(C=C1)Cl)C1=CC(N(C=C1OC)C(C(=O)OC(C)(C)C)CCOC)=O tert-butyl 2-[4-(2-amino-5-chlorophenyl)-5-methoxy-2-oxopyridin-1(2H)-yl]-4-methoxybutyrate